(6-(8-oxa-3-azabicyclo[3.2.1]oct-3-yl)-4-(cis-2,6-dimethylmorpholino)pyridazin-3-yl)methylamine C12CN(CC(CC1)O2)C2=CC(=C(N=N2)CN)N2C[C@@H](O[C@@H](C2)C)C